O=C1NC(CCC1N1C(C2=CC=CC(=C2C1=O)OCCCNC(CCOCCOCCOCCC(=O)O)=O)=O)=O 17-((2-(2,6-dioxopiperidin-3-yl)-1,3-dioxoisoindolin-4-yl)oxy)-13-oxo-4,7,10-trioxa-14-azaheptadecanoic acid